CN(CCN(CCCCCCCC(=O)OC(CCCCCCCCF)CCCCCCCC)CCCCCCCC(=O)OCCCCCCCCC)C 9-fluoro-1-octylnonyl 8-{[2-(dimethylamino)ethyl][7-(nonyloxycarbonyl)heptyl]amino}octanoate